4-(1-(2-ethylhexyl)-2-phenylindolizin-7-yl)-N,N-dimethylaniline C(C)C(CC=1C(=CN2C=CC(=CC12)C1=CC=C(N(C)C)C=C1)C1=CC=CC=C1)CCCC